4,4-bis(4-hydroxyphenyl)heptane 2-Ethyl-2,6-dichloropyrimidine-4-carboxylate C(C)C1(NC(=CC(=N1)C(=O)O)Cl)Cl.OC1=CC=C(C=C1)C(CCC)(CCC)C1=CC=C(C=C1)O